(2R,3S,5R)-3-(3,4-difluoro-2-methoxyphenyl)-5-methyl-N-(3-thiocyanophenyl)-5-(trifluoromethyl)tetrahydrothiophene-2-carboxamide FC=1C(=C(C=CC1F)[C@H]1[C@@H](S[C@](C1)(C(F)(F)F)C)C(=O)NC1=CC(=CC=C1)SC#N)OC